2-[(9S)-7-{3'-amino-[1,1'-biphenyl]-4-yl}-4,5,13-trimethyl-3-thia-1,8,11,12-tetraazatricyclo[8.3.0.02,6]trideca-2(6),4,7,10,12-pentaen-9-yl]acetamide NC=1C=C(C=CC1)C1=CC=C(C=C1)C=1C=2C(=C(SC2N2C(=NN=C2[C@@H](N1)CC(=O)N)C)C)C